trimethyl-fluorosilane C[Si](F)(C)C